ClC1=C(C=C2C=C(N=CC2=C1)NC(=O)[C@@H]1[C@H](C1)C=1C=NN(C1C(F)(F)F)C)C1CCN(CC1)[C@]1(COC[C@H]1O)C (1S,2S)-N-(7-chloro-6-(1-((3S,4S)-4-hydroxy-3-methyltetrahydrofuran-3-yl)piperidin-4-yl)isoquinolin-3-yl)-2-(1-methyl-5-(trifluoromethyl)-1H-pyrazol-4-yl)cyclopropane-1-carboxamide